pyridine-2,6-dicarbaldehyde N1=C(C=CC=C1C=O)C=O